2-methyl-8-(5-methyl-1,4,5,6-tetrahydropyridin-2-yl)-1,2,3,4-tetrahydropyrazino[1,2-b]indazole CN1CC=2N(N=C3C=C(C=CC23)C=2NCC(CC2)C)CC1